FC1=C(C=CC=C1C#C[Si](CC)(CC)CC)NC1=NC=NC2=CC3=C(C=C12)OCCO3 N-{2-fluoro-3-[(triethylsilyl)ethynyl]phenyl}-7,8-dihydro[1,4]dioxino[2,3-g]quinazolin-4-amine